4-(3-(cyclopentyloxy)phenoxy)-1H-1,2,3-triazole-5-carboxylic acid 2,2,2-trifluoroacetate FC(C(=O)O)(F)F.C1(CCCC1)OC=1C=C(OC=2N=NNC2C(=O)O)C=CC1